C(C)N(C(=O)C1=C(OC=2C(=NC=NC2)N2C([C@H]([C@@H](C2)F)CNC([O-])=O)C(C)(C)C)C=CC(=C1)F)C(C)C (((3R,4S)-1-(5-(2-(Ethyl(isopropyl)carbamoyl)-4-fluorophenoxy)pyrimidin-4-yl)-4-fluoro tert-butyl pyrrolidin-3-yl)methyl)carbamate